(S)-5-hydroxy-6-((s)-5H-imidazo[5,1-a]isoindol-5-yl)-5,6,7,8-tetrahydronaphthalene-2-carboxamide O[C@@H]1C=2C=CC(=CC2CCC1[C@@H]1N2C(C3=CC=CC=C13)=CN=C2)C(=O)N